8-Methoxy-1-[trans-4-(pyridin-2-yloxy)cyclohexyl]-5,6-dihydro-4H-[1,2,4]triazolo[4,3-a][1]benzazepin-5-amin hydrochlorid Cl.COC=1C=CC2=C(CC(CC=3N2C(=NN3)[C@@H]3CC[C@H](CC3)OC3=NC=CC=C3)N)C1